2-(4-fluorophenyl)-2-(1-(4-(hydroxymethyl)piperidine-1-carbonyl)piperidin-4-ylidene)acetonitrile FC1=CC=C(C=C1)C(C#N)=C1CCN(CC1)C(=O)N1CCC(CC1)CO